(S)-1-(2-((S)-3-(Benzo[b]thiophen-7-ylamino)pyrrolidin-1-yl)acetyl)-4,4-difluoropyrrolidin-2-carbonitril S1C2=C(C=C1)C=CC=C2N[C@@H]2CN(CC2)CC(=O)N2[C@@H](CC(C2)(F)F)C#N